C(C(O)C)(=O)[O-].CC1=C(C=NC=C1C)[C@H]1[NH+](CCC1)C (2S)-2-(4,5-dimethylpyridin-3-yl)-1-methylpyrrolidin-1-ium lactate